icosaoxahexaheptacontan-1-ol O(OOOOOOOOOOOOOOOOOOOCCCCCCCCCCCCCCCCCCCCCCCCCCCCCCCCCCCCCCCCCCCCCCCCCCCCCCCC)O